N1-(8-amino-6-(5-amino-4-methylpyridin-3-yl)-7-fluoroisoquinolin-3-yl)-N5-(7-((2-(2,6-dioxopiperidin-3-yl)-1,3-dioxoisoindolin-4-yl)amino)heptyl)glutaramide NC=1C(=C(C=C2C=C(N=CC12)NC(CCCC(=O)NCCCCCCCNC1=C2C(N(C(C2=CC=C1)=O)C1C(NC(CC1)=O)=O)=O)=O)C=1C=NC=C(C1C)N)F